CC1(COC1)CN1C(C2=CC(=CC=C2C1)B1OC(C(O1)(C)C)(C)C)=O 2-[(3-Methyloxetan-3-yl)methyl]-6-(4,4,5,5-tetramethyl-1,3,2-dioxaborolan-2-yl)-2,3-dihydro-1H-isoindol-1-one